9,9'-(5-(triphenylsilyl)-1,3-phenylene)bis-9H-carbazol C1(=CC=CC=C1)[Si](C=1C=C(C=C(C1)N1C2=CC=CC=C2C=2C=CC=CC12)N1C2=CC=CC=C2C=2C=CC=CC12)(C1=CC=CC=C1)C1=CC=CC=C1